C(C)(C)(C)OC(=O)C1(CC2=C(O1)C=CC=C2)NC(C(CC2=CC=CC=C2)NC(C(=O)NC2=C(C=CC(=C2)Cl)N2N=NN=C2)=O)=O 2-(2-(((5-chloro-2-(1H-tetrazol-1-yl)phenyl)amino)-2-oxoacetamido)-3-phenylpropionamido)benzo[b]furan-2-carboxylic acid tert-butyl ester